C(C1=CC=CC=C1)SC=1C=NNC1 4-(benzylsulfanyl)-1H-pyrazole